cerium oxide zirconium [Zr+4].[O-2].[Ce+3]